N-(4-pyridylmethyl)-N'-(2-pyridylmethyl)-N-(5,6,7,8-tetrahydro-8-quinolinyl)-1,4-xylylenediamine N1=CC=C(C=C1)CN(CC1=CC=C(C=C1)CNCC1=NC=CC=C1)C1CCCC=2C=CC=NC12